15-((2-(2-(2-azidoethoxy)ethoxy)ethoxy)methyl)-15-methyl-2,5,7,10,13,17-hexaoxanonadecan-19-al N(=[N+]=[N-])CCOCCOCCOCC(COCCOCCOCOCCOC)(COCC=O)C